(S)-3-(methoxydifluoromethyl)-6-(6-((1,1,1-trifluoro-3-methylbut-2-yl)oxy)pyridin-3-yl)-[1,2,4]triazolo[4,3-a]pyrazine COC(C1=NN=C2N1C=C(N=C2)C=2C=NC(=CC2)O[C@H](C(F)(F)F)C(C)C)(F)F